C1(=CC=CC=C1)C1=NC=C(C=C1)B1OC(C(O1)(C)C)(C)C 2-phenyl-5-(4,4,5,5-tetramethyl-1,3,2-dioxaborolan-2-yl)pyridine